O[C@@](CCC)([2H])C1=CC(=C(C=N1)C1=NC=C2C=C(N=CC2=C1)NC(C)=O)C (R)-N-(7-(6-(1-hydroxybutyl-1-d)-4-methylpyridin-3-yl)-2,6-naphthyridin-3-yl)acetamide